2-(1,5-dimethyl-1H-pyrazol-4-yl)cyclopropan-1-amine dihydrochloride Cl.Cl.CN1N=CC(=C1C)C1C(C1)N